5-(5-fluoro-1H-pyrrolo[2,3-b]pyridin-4-yl)-1H-indazol-3-amine FC=1C(=C2C(=NC1)NC=C2)C=2C=C1C(=NNC1=CC2)N